Methyl-thiophosphorus CS[P]